N1=CN=CN=C1 S-Triazin